C(C)(C)(C)OC(=O)N1CCC(CC1)(NS(=O)(=O)C1=CC=C(C=C1)OC(F)(F)F)C12CC(C1)C2.C2(CCCCC2)C=O (R)-cyclohexaneformaldehyde tert-butyl-4-(1-bicyclo[1.1.1]pentanyl)-4-[[4-(trifluoromethoxy)phenyl]sulfonylamino]piperidine-1-carboxylate